tert-Butyl N-[[(2S)-2-(benzyloxycarbonylamino)-4-methyl-pentanoyl]amino]carbamate C(C1=CC=CC=C1)OC(=O)N[C@H](C(=O)NNC(OC(C)(C)C)=O)CC(C)C